C1(=CC=CC=C1)COC(=O)N1CC(C1)C(CN(C=O)C12CC(C1)(C2)NC(COC2=CC(=C(C=C2)Cl)F)=O)=O 3-[2-[[1-[[2-(4-chloro-3-fluoro-phenoxy)acetyl]amino]-3-bicyclo[1.1.1]pentyl]-formyl-amino]acetyl]azetidine-1-carboxylic acid phenylmethyl ester